(3-(ethylsulfonamido)phenyl)boronic acid C(C)S(=O)(=O)NC=1C=C(C=CC1)B(O)O